C1(CCCCC1)NC(=O)NC1=CC(=CC(=C1)C(F)(F)F)C(F)(F)F 1-cyclohexyl-3-[3,5-bis(trifluoromethyl)phenyl]urea